CC(C)(CC1=CC=CC=C1)N(C)C(=O)CN(CCO)CC(=O)N(C)C(C)(C)CC2=CC=CC=C2 oxaine